5-chloro-2-methyl-N-((1r,4r)-4-((2-oxo-3-(6-(2-oxopyrrolidin-1-yl)pyridin-2-yl)-2,3-dihydro-1H-benzo[d]imidazol-1-yl)methyl)cyclohexyl)nicotinamide ClC=1C=NC(=C(C(=O)NC2CCC(CC2)CN2C(N(C3=C2C=CC=C3)C3=NC(=CC=C3)N3C(CCC3)=O)=O)C1)C